((1S,4R)-4-(1-((S)-2,6-dioxopiperidin-3-yl)-4,6-difluoroindol-5-yl)cyclohexyl)(methyl)carbamic acid tert-butyl ester C(C)(C)(C)OC(N(C)C1CCC(CC1)C=1C(=C2C=CN(C2=CC1F)[C@@H]1C(NC(CC1)=O)=O)F)=O